COC=1C=C(CNC(CCCCCCC\C=C/CCCCCCCC)=O)C=CC1 N-(3-methoxybenzyl)-9Z-oleamide